(3-(Trifluoromethyl)Cyclobutyl)Zinc(II) Bromide [Br-].FC(C1CC(C1)[Zn+])(F)F